(1S,3S)-3-((2-cyclopropyl-6-(1-methyl-5-(((5-propyl-1,2,4-oxadiazol-3-yl)amino)methyl)-1H-1,2,3-triazol-4-yl)pyridin-3-yl)oxy)cyclohexanecarboxylic acid C1(CC1)C1=NC(=CC=C1O[C@@H]1C[C@H](CCC1)C(=O)O)C=1N=NN(C1CNC1=NOC(=N1)CCC)C